1-bromo-3-ethyl-imidazo[1,5-a]pyridine BrC=1N=C(N2C1C=CC=C2)CC